6-Chloro-4-cyclopropylquinolin ClC=1C=C2C(=CC=NC2=CC1)C1CC1